1-cyclohexyl-3-(4-trifluoromethylphenyl)urea C1(CCCCC1)NC(=O)NC1=CC=C(C=C1)C(F)(F)F